C(C=C)(=O)OCCCCOC(=O)OC1=CC=C(C(=O)OC2=CC=C(C(=O)O[C@H]3[C@H]4[C@@H](OC3)C(CO4)OC(C4=CC=C(C=C4)OC(C4=CC=C(C=C4)OC(=O)OCCCCOC(C=C)=O)=O)=O)C=C2)C=C1 (3R,3aS,6aS)-hexahydrofuro[3,2-b]furan-3,6-diyl bis(4-(4-((4-(acryloyloxy)butoxy) carbonyloxy) benzoyloxy)benzoate)